FC=1C=C(CC=2C=C3C(=NNC3=CC2)C2=NC3=C(N2)CN(C3)S(=O)(=O)C)C=C(C1)F 5-(3,5-difluorobenzyl)-3-(5-(methylsulfonyl)-1,4,5,6-tetrahydropyrrolo[3,4-d]imidazol-2-yl)-1H-indazole